O1C=CC2=C1C(=CC=C2)O[C@H](CCNC)C2=CSC=C2 (R)-3-(benzofuran-7-yloxy)-N-methyl-3-(thiophen-3-yl)propan-1-amine